1-(2-aminopyrimidin-5-yl)-3-[2,2,2-trifluoro-1-(5-fluoro-3,7-dimethyl-1-benzofuran-2-yl)ethyl]urea NC1=NC=C(C=N1)NC(=O)NC(C(F)(F)F)C=1OC2=C(C1C)C=C(C=C2C)F